ClC1=C(C=C(C(=C1Cl)F)NC(C1=C(C(=CC=C1)OCCC1=CC=CC=C1)C(C)C)=O)CC(=O)O (2,3-dichloro-4-fluoro-5-{[2-isopropyl-3-(2-phenylethoxy)benzoyl]amino}phenyl)acetic acid